methyl 2-chloro-4-[[3-(2,3-difluoro-4-methoxy-phenyl)imidazo[1,2-a]pyrazin-8-yl]amino]benzoate ClC1=C(C(=O)OC)C=CC(=C1)NC=1C=2N(C=CN1)C(=CN2)C2=C(C(=C(C=C2)OC)F)F